1-(3-((1-((2-oxabicyclo[2.1.1]hex-1-yl)methyl)-5-methyl-4-nitro-1H-pyrazol-3-yl)oxy)propyl)-3,6-dichloro-1H-pyrazolo[3,4-d]pyrimidine C12(OCC(C1)C2)CN2N=C(C(=C2C)[N+](=O)[O-])OCCCN2N=C(C=1C2=NC(=NC1)Cl)Cl